N-(2-chloro-5-(4-((1-phenylethyl)-amino)quinazolin-6-yl)-pyridin-3-yl)methanesulfonamide ClC1=NC=C(C=C1NS(=O)(=O)C)C=1C=C2C(=NC=NC2=CC1)NC(C)C1=CC=CC=C1